Methyl 3-Chloro-2-fluoro-6-[1-[6-methyl-2-(2-methylindazol-5-yl)-4-oxo-chromen-8-yl]ethylamino]benzoate ClC=1C(=C(C(=O)OC)C(=CC1)NC(C)C=1C=C(C=C2C(C=C(OC12)C1=CC2=CN(N=C2C=C1)C)=O)C)F